[Si](C1=CC=CC=C1)(C1=CC=CC=C1)(C(C)(C)C)OCC1CCC(CO1)N1C(C2=CC=CC=C2C1=O)=O 2-(6-(((tert-butyldiphenylsilyl)oxy)methyl)tetrahydro-2H-pyran-3-yl)isoindoline-1,3-dione